2-(1-methyl-1H-imidazol-2-yl)-6-((3-methyloxetan-3-yl)oxy)-N-(2-(trifluoromethyl)pyridin-4-yl)pyrimidine-4-carboxamide CN1C(=NC=C1)C1=NC(=CC(=N1)C(=O)NC1=CC(=NC=C1)C(F)(F)F)OC1(COC1)C